C(C)C(C(=O)[O-])CCCC.C(C)[NH+](CC)O N,N-Diethylhydroxylammonium 2-Ethylhexanoate